C(N)(OC1CCN(CC1)NC1=C2C(=NC=C1N)N(C=C2)S(=O)(=O)C2=CC=C(C)C=C2)=O (1-((5-amino-1-tosyl-1H-pyrrolo[2,3-b]pyridin-4-yl) amino) piperidin-4-yl) carbamate